(R)-N-(2-chloro-4-cyanobenzyl)-5-hydroxy-2-(3-(hydroxymethyl)piperazin-1-yl)-1,7-naphthyridine-6-carboxamide ClC1=C(CNC(=O)C=2C(=C3C=CC(=NC3=CN2)N2C[C@@H](NCC2)CO)O)C=CC(=C1)C#N